3-tert-butyl-2-hydroxy-5-(2-isooctyloxycarbonylethyl)benzene C(C)(C)(C)C=1C(=CC=C(C1)CCC(=O)OCCCCCC(C)C)O